C(CCC)N(C(=O)C=1C=C(N(C1C)C)C=1C=C2CCN(CC2=CC1C(=O)N1CC2=CC=CC=C2C[C@H]1C)C(=O)OC1=CC=C(C(=O)O)C=C1)CCCC 4-[({6-[4-(dibutylcarbamoyl)-1,5-dimethyl-1H-pyrrol-2-yl]-7-{[(3R)-3-methyl-3,4-dihydroisoquinolin-2(1H)-yl]carbonyl}-3,4-dihydroisoquinolin-2(1H)-yl}carbonyl)oxy]benzoic acid